C1(CCCCC1)CCC(=O)OC(CSCCCCCC(CCCCCSCC(CCCCCC)OC(CCC1CCCCC1)=O)N(C(C([2H])([2H])[2H])([2H])[2H])CCCCO[Si](C1=CC=CC=C1)(C1=CC=CC=C1)C(C)(C)C)CCCCCC ((6-((4-tert-Butyldiphenylsilyloxybutyl)(ethyl-d5)amino)undecane-1,11-diyl)bis-(sulfanediyl))bis(octane-1,2-diyl) bis(3-cyclohexylpropanoate)